C(C)(C)C=1C=NN2C1N=C(C=C2NC([O-])=O)NC2CCOCC2 (3-isopropyl-5-((tetrahydro-2H-pyran-4-yl)amino)pyrazolo[1,5-a]pyrimidin-7-yl)carbamate